trichloroterephthalonitrile ClC=1C(=C(C(=C(C#N)C1)Cl)Cl)C#N